(E)-3-(5-(4-(7-(4-(1-(4-hydroxyphenyl)-2-phenylbut-1-en-1-yl)phenyl)-7-azaspiro[3.5]nonan-2-yl)piperazin-1-yl)-1-oxoisoindolin-2-yl)piperidine-2,6-dione OC1=CC=C(C=C1)\C(=C(/CC)\C1=CC=CC=C1)\C1=CC=C(C=C1)N1CCC2(CC(C2)N2CCN(CC2)C=2C=C3CN(C(C3=CC2)=O)C2C(NC(CC2)=O)=O)CC1